ClC=1C=C(C2=C(OC(OC2C)(C2CCC(CC2)C2=NC=CC=C2)C)C1)C(=O)O 7-chloro-2,4-dimethyl-2-(4-(pyridin-2-yl)cyclohexyl)benzo[d][1,3]dioxane-5-carboxylic acid